cycloocta-1,5-diene platinum chloride [Pt](Cl)Cl.C1=CCCC=CCC1